COC(CN1[C@@H]2CN([C@H](C1)C2)C2=NC(=NC(=C2)C(F)(F)F)Cl)=O 2-((1S,4S)-5-(2-chloro-6-(trifluoromethyl)pyrimidin-4-yl)-2,5-diazabicyclo[2.2.1]hept-2-yl)acetic acid methyl ester